C(C)OC(=O)C=1C=NC2=C(C(=CC=C2C1CC)F)C1=CC(=CC(=C1)Cl)Cl 8-(3,5-dichlorophenyl)-4-ethyl-7-fluoroquinoline-3-carboxylic acid ethyl ester